C(CCCCCCCCCCCCCCCCCCCCCCCCCCC)(=O)OCCCCCCCCCCCCCCCCCCCCC heneicosyl montanate